BrC1=CC=C(C2=C1CCO2)NC(=O)NC2=NOC(=C2)C2(CC2)C(F)(F)F 1-(4-bromo-2,3-dihydrobenzofuran-7-yl)-3-(5-(1-(trifluoromethyl)cyclopropyl)isoxazol-3-yl)urea